6-(3-hydroxyphenyl)-3,4-dihydroquinolin-2(1H)-one OC=1C=C(C=CC1)C=1C=C2CCC(NC2=CC1)=O